[Na+].C=1(O)C(=CC(O)=CC1)S(=O)(=O)[O-] hydroquinonesulfonic acid sodium salt